O1C=C(C=C1)C=1NC=C(N1)C=O 2-FURAN-3-YL-1H-IMIDAZOLE-4-CARBALDEHYDE